4-((1S,3R,5S)-adamantan-1-yl)butan-1-ol tert-butyl-2-[[3-[[2-(2,6-dioxo-3-piperidyl)-1-oxo-isoindolin-5-yl]methylcarbamoylamino]-5-(trifluoromethyl)phenoxy]methyl]prop-2-enoate C(C)(C)(C)C=C(C(=O)OCCCCC12CC3CC(CC(C1)C3)C2)COC2=CC(=CC(=C2)C(F)(F)F)NC(NCC=2C=C3CN(C(C3=CC2)=O)C2C(NC(CC2)=O)=O)=O